(5-amino-7-methoxyimidazo[1,2-c]quinazolin-2-yl)(1-oxa-8-azaspiro[5.5]undecan-8-yl)methanone NC1=NC=2C(=CC=CC2C=2N1C=C(N2)C(=O)N2CC1(CCCCO1)CCC2)OC